CS(=O)(=O)C1=NC=2N(C(=N1)NCC=1NC(=CN1)C1=CC=CC=C1)N=CC2C(C)C 2-(methanesulfonyl)-N-[(5-phenyl-1H-imidazol-2-yl)methyl]-8-(propan-2-yl)pyrazolo[1,5-a][1,3,5]triazin-4-amine